C[C@H]1N(CCN(C1)C)[C@@H](C(=O)NC=1C=CC=C2C(=CNC12)C1=NC(=NC=C1F)NC1=C(C(=CC=C1)S(=O)(=O)C)F)COC (R)-2-((R)-2,4-dimethylpiperazin-1-yl)-N-(3-(5-fluoro-2-((2-fluoro-3-(methylsulfonyl)phenyl)amino)pyrimidin-4-yl)-1H-indol-7-yl)-3-methoxypropanamide